N-methylglycyl-N-methyl-glycyl-N-methyl-glycine benzyl ester C(C1=CC=CC=C1)OC(CN(C)C(CN(C)C(CNC)=O)=O)=O